CC1=NC(=CC(=N1)NC1=NN2C(C=C(C=C2)C2=CC(=NC=C2)O)=C1)C 4-(2-((2,6-dimethylpyrimidin-4-yl)amino)pyrazolo[1,5-a]pyridin-5-yl)pyridin-2-ol